ClC=1C=CC2=C(N(C=N2)C2OCCCC2)C1 6-chloro-1-(tetrahydro-2H-pyran-2-yl)-1H-benzo[d]imidazol